C1=CC=CC2=CC3=CC=CC=C3C(=C12)C(=O)Cl 9-Anthraceneformyl chloride